ClC1=C(C=CC=C1C1=NC=NC(=C1Cl)C1=CC(=C(C=C1)CNC1CC(C1)O)OC)C1=CC=C(C(=N1)OC)CNC1CC(C1)O (1r,3r)-3-(((6-(2-Chloro-3-(5-chloro-6-(4-((((1r,3r)-3-hydroxycyclobutyl)amino)methyl)-3-methoxyphenyl)pyrimidin-4-yl)phenyl)-2-methoxypyridin-3-yl)methyl)amino)cyclobutan-1-ol